3-bromo-6-(2-chloro-5-fluorophenyl)-6-hydroxy-7-(4-methoxybenzyl)-5-nitro-6,7-dihydropyrrolo[3,4-g]indazol-8(1H)-one BrC1=NNC2=C3C(=C(C=C12)[N+](=O)[O-])C(N(C3=O)CC3=CC=C(C=C3)OC)(O)C3=C(C=CC(=C3)F)Cl